(1-Acetylpiperidin-4-yl)methyl (4-amino-4'-fluoro-[1,1'-biphenyl]-3-yl)carbamate NC1=C(C=C(C=C1)C1=CC=C(C=C1)F)NC(OCC1CCN(CC1)C(C)=O)=O